C(C)(C)(C)OC(N[C@@H](C)C1=C(C=C(C=C1)Br)F)=O (S)-(1-(4-bromo-2-fluorophenyl)ethyl)carbamic acid tert-butyl ester